NCC(=O)[O-].[Cu+2].NCC(=O)[O-] copper L-glycinate